S1C(=CC=C1S(=O)(=O)[O-])S(=O)(=O)[O-].[Ca+2] calcium thiophene-2,5-disulfonate